(1-((3-(2-(dimethyl-amino)ethyl)-1H-indol-4-yl)oxy)ethyl)phosphonic acid CN(CCC1=CNC2=CC=CC(=C12)OC(C)P(O)(O)=O)C